NC=1C(=NC(=C(N1)NC)C=1C2=C(C=NC1)N(C=N2)CC)C(=O)OC methyl 3-amino-6-(3-ethylimidazo[4,5-c]pyridin-7-yl)-5-(methylamino)pyrazine-2-carboxylate